C(C)(C)(C)C1=CC(=NC=C1)C1=NC=CC(=C1)C(C)(C)C 4,4'-di-tert-butyl-(2,2')-bipyridine